FC1=C(C=CC(=C1)OC1=CC=CC=C1)C1=NN(C2=NC=NC(=C21)N)C2CCNCC2 3-(2-fluoro-4-phenoxyphenyl)-1-(piperidin-4-yl)-1H-pyrazolo[3,4-d]pyrimidin-4-amine